ClC1=C(C(=CC(=C1)N1CC2=CC=C(C=C2CC1)F)C(F)(F)F)NC(CCC1CCCC1)=O N-[2-chloro-4-(6-fluoro-3,4-dihydro-1H-isoquinolin-2-yl)-6-trifluoromethyl-phenyl]-3-cyclopentylpropionamide